ClC=1C(=C(C(=CC1)OC)C1=CC(=NC=C1C(=O)NC=1SC(=NN1)S[C@H]1[C@@H](CCC1)O)C)F trans-4-(3-chloro-2-fluoro-6-methoxyphenyl)-N-(5-((2-hydroxycyclopentyl)thio)-1,3,4-thiadiazol-2-yl)-6-methylnicotinamide